CC1(COB(O1)C1=CC=C(C=C1)C1=CC=C(C=C1)B1OC(CO1)(C)C)C 4,4'-bis(5,5-dimethyl-1,3,2-dioxaborolan-2-yl)biphenyl